isopropyl 3-(3-acrylamido-2-methylphenyl)-2-(4-(4-methylpiperazin-1-yl)phenyl)-1H-pyrrolo[2,3-b]pyridine-5-carboxylate 2,2,2-trifluoroacetate FC(C(=O)O)(F)F.C(C=C)(=O)NC=1C(=C(C=CC1)C1=C(NC2=NC=C(C=C21)C(=O)OC(C)C)C2=CC=C(C=C2)N2CCN(CC2)C)C